9,9-dimethoxyfluorene COC1(C2=CC=CC=C2C=2C=CC=CC12)OC